10H-benzo[b]pyrazolo[4,3-f][1,8]naphthyridin-10-one C1=NN=C2C1=C1C=C3C(N=C1N=C2)=CC=CC3=O